NC=1N=NC(=CC1N1CC(CCC1)C1=CC=C(C(=O)N2CCC(CC2)(F)CN2CCC(CC2)N2C=CC3=CC(=C(C=C23)F)N2CNCC=C2)C=C1)C1=C(C=CC=C1)O 1-(1-(1-((1-(4-(1-(3-Amino-6-(2-hydroxyphenyl)pyridazin-4-yl)piperidin-3-yl)benzoyl)-4-fluoropiperidin-4-yl)methyl)piperidin-4-yl)-6-fluoro-1H-indol-5-yl)dihydropyrimidine